4,6-dichloroquinoline ClC1=CC=NC2=CC=C(C=C12)Cl